O1CCC2=C1C=CC(=C2)C2=CC=C1C(C(COC1=C2)(C)C)NC(O[C@@H]2CN1CCC2CC1)=O (S)-quinuclidin-3-yl (7-(2,3-dihydrobenzofuran-5-yl)-3,3-dimethylchroman-4-yl)carbamate